tert-butyl 4-(5-(2',7-dimethyl-1H,2'H-[3,4'-biindazol]-1-yl)pyridin-2-yl)-1,4-diazepane-1-carboxylate CN1N=C2C=CC=C(C2=C1)C1=NN(C2=C(C=CC=C12)C)C=1C=CC(=NC1)N1CCN(CCC1)C(=O)OC(C)(C)C